3-(4-(3,6-diazabicyclo[3.1.1]heptane-6-yl)-5-fluoro-1-oxoisoindoline-2-yl)piperidine C12CNCC(N1C1=C3CN(C(C3=CC=C1F)=O)C1CNCCC1)C2